2-Chloro-4-isobutoxypyridine ClC1=NC=CC(=C1)OCC(C)C